dimethyl 2-hydroxyphenylphosphonate OC1=C(C=CC=C1)P(OC)(OC)=O